ammonia bicarbonate carbon [C+4].C([O-])(O)=O.N.C([O-])(O)=O.C([O-])(O)=O.C([O-])(O)=O